(2-{[(2S,3R,4S,5S,6R)-3,4,5-trihydroxy-6-(hydroxymethyl)oxan-2-yl]oxy}phenyl)methyl (2E)-3-(4-hydroxyphenyl)prop-2-enoate OC1=CC=C(C=C1)/C=C/C(=O)OCC1=C(C=CC=C1)O[C@@H]1O[C@@H]([C@H]([C@@H]([C@H]1O)O)O)CO